3-chloro-2,6-difluoro-N-(6-fluoropyridin-2-yl)-4-(1-methyl-1,7-diazadispiro[3.0.45.24]undecan-7-yl)benzenesulfonamide ClC=1C(=C(C(=CC1N1CC2(C3(CCN3C)CC2)CC1)F)S(=O)(=O)NC1=NC(=CC=C1)F)F